(4-(2-aminoisonicotinoyl)piperazin-1-yl)(4,5-dichloro-1H-indol-2-yl)methanone NC=1C=C(C(=O)N2CCN(CC2)C(=O)C=2NC3=CC=C(C(=C3C2)Cl)Cl)C=CN1